Benzyl-3-(3H-diazirin-3-yl)propanoate C(C1=CC=CC=C1)OC(CCC1N=N1)=O